N-(1-(2-(cyclopropanesulfonamido)pyrimidin-4-yl)propyl)-4-(6-ethoxypyrazin-2-yl)-2-(trifluoromethyl)benzamide C1(CC1)S(=O)(=O)NC1=NC=CC(=N1)C(CC)NC(C1=C(C=C(C=C1)C1=NC(=CN=C1)OCC)C(F)(F)F)=O